N1=CC(=CC=C1)C=1C=NC=CC1 3,3'-bipyridin